C(CCCCCCCCCCC)(=O)OCC(O)CO 1-glyceryl laurate